methyl (R)-6-chloro-3-((1-(2-(2-methoxyphenyl)-3,6-dimethyl-4-oxo-3,4-dihydroquinazolin-8-yl)ethyl)amino)picolinate ClC1=CC=C(C(=N1)C(=O)OC)N[C@H](C)C=1C=C(C=C2C(N(C(=NC12)C1=C(C=CC=C1)OC)C)=O)C